[Na].O=C([C@H](O)[C@@H](O)[C@H](O)[C@H](O)CO)O D-gluconic acid sodium